2-methoxymethyl-2-ethoxymethyl-p-ethoxycinnamate COCC1(C(C=CC(=O)[O-])C=CC(=C1)OCC)COCC